C(#N)C1=C(C=C(C(=O)NC=2C=NC(=CC2)C2=C(C=C(C=C2)C2=NOC(=N2)C)OC)C=C1)OCCN(C)C 4-Cyano-3-(2-(dimethylamino)ethoxy)-N-(6-(2-methoxy-4-(5-methyl-1,2,4-oxadiazol-3-yl)phenyl)pyridin-3-yl)benzamid